C(C)(C)(C)C=1C=C(C(=O)OCCCCCCCCCCCCCCCC)C=C(C1O)C(C)(C)C cetyl 3,5-di-t-butyl-4-hydroxybenzoate